3-(bromomethyl)-4-methylpyridine BrCC=1C=NC=CC1C